CC1=NC(=CC=C1NC(OC(C)(C)C)=O)C1=C(C(=NO1)C)CNC1=NC=CC(=N1)C=1SC=CC1 tert-butyl (2-methyl-6-(3-methyl-4-(((4-(thiophen-2-yl)pyrimidin-2-yl)amino)methyl)isoxazol-5-yl)pyridin-3-yl)carbamate